C(C1=CC=CC=C1)OC1=C(C(=NC(=C1C)C)Cl)C(=O)OCC ethyl 4-benzyloxy-2-chloro-5,6-dimethyl-pyridine-3-carboxylate